FC(OC1=C(C=CC=C1)C1=NN=C(S1)C1CN(CCC1)C(=O)OC(C)(C)C)(F)F tert-butyl 3-(5-(2-(trifluoromethoxy)phenyl)-1,3,4-thiadiazol-2-yl)piperidine-1-carboxylate